(4-(ethylsulphonyl)phenyl)methylamine C(C)S(=O)(=O)C1=CC=C(C=C1)CN